COC1=C(C=CC=C1)C=1C(=CC=CC1)C1=CC=CC=C1 methoxyterphenyl